C1(CC1)N(C1=C(C(=NC=N1)NC[C@]1([C@@H](CNCC1)O)O)F)CC1=CC=C(C=C1)C(F)(F)F |o1:12,13| rel-(3R,4R)-4-(((6-(cyclopropyl(4-(trifluoromethyl)benzyl)amino)-5-fluoropyrimidin-4-yl)amino)methyl)piperidine-3,4-diol